(2',5'-diphenyl-biphenyl-4-yl)-(4-naphthalen-1-yl-phenyl)-amine C1(=CC=CC=C1)C1=C(C=C(C=C1)C1=CC=CC=C1)C1=CC=C(C=C1)NC1=CC=C(C=C1)C1=CC=CC2=CC=CC=C12